FC1=C(C=C(C(=C1)N1C(N(CCC1)C=1SC(=C(N1)C)S(=O)(=O)N)=O)F)C1=CC=CC=C1 2-(3-(2,5-difluoro-[1,1'-biphenyl]-4-yl)-2-oxotetrahydropyrimidin-1(2H)-yl)-4-methylthiazole-5-sulfonamide